S(=O)(=O)([O-])C1=CC=C(C)C=C1 trans-tosylate